ClC1=NC=C2C(=N1)N(N=C2)CC2=CC(=CC=C2)OC 6-chloro-1-(3-methoxybenzyl)-1H-pyrazolo[3,4-d]pyrimidine